CC1(CC(C1)[C@H](NC(=O)N1[C@@H](C(NCC1)=O)C)C=1C=NC(=CC1)C(F)(F)F)C (2R)-N-((S)-(3,3-dimethylcyclobutyl)(6-(trifluoromethyl)pyridin-3-yl)methyl)-2-methyl-3-oxopiperazine-1-carboxamide